7-(2,4,6-trinitrophenyl)pyrazolo[5,1-c][1,2,4]triazine-4,7-diamine [N+](=O)([O-])C1=C(C(=CC(=C1)[N+](=O)[O-])[N+](=O)[O-])C1(NN2C(N=NC=C2N)=C1)N